2-(Cyanamido)-5-(thiophen-2-yl)pyridine-3-carboxylic acid methyl ester COC(=O)C=1C(=NC=C(C1)C=1SC=CC1)NC#N